NCC1=C(OCCCCNC=2SC3=C(N2)C=CC(=C3)C=3C=C(C=NC3)N(C(OC(C)C)=O)C)C=C(C=C1)C#N isopropyl (5-(2-((4-(2-(aminomethyl)-5-cyanophenoxy)butyl)amino)benzo[d]thiazol-6-yl)pyridin-3-yl)(methyl)carbamate